CN1N=CC2=CC=CC(=C12)CN1CCC2(CC1)COC1=CC=3C(N(CC3C=C12)C1C(NC(CC1)=O)=O)=O 3-(1'-((1-methyl-1H-indazol-7-yl)methyl)-7-oxo-5,7-dihydro-2H,6H-spiro[furo[2,3-f]isoindole-3,4'-piperidin]-6-yl)piperidine-2,6-dione